1-(1H-Indol-6-yl)-3-((4-phenyl-3,4-dihydro-2H-benzo[b][1,4]thiazin-6-yl)methyl)urea N1C=CC2=CC=C(C=C12)NC(=O)NCC1=CC2=C(SCCN2C2=CC=CC=C2)C=C1